FC=1C=C(C=CC1C=1C=NC(=CC1)C=1N=NN(N1)C)N1C(O[C@H](C1)C(F)O)=O (R)-3-(3-fluoro-4-(6-(2-methyl-2H-tetrazol-5-yl)pyridin-3-yl)phenyl)-5-(hydroxyfluoromethyl)oxazolidin-2-one